C(=O)(OC(C)(C)C)C1=C(C(=CC=C1)N)N Boc-1,2-benzenediamine